CC1=C(C(=CC=C1)C)NC(\C(\C1=CC=C(C=C1)C(F)(F)F)=N/O)=O (Z)-N-(2,6-dimethylphenyl)-2-hydroxyimino-2-[4-(trifluoromethyl)phenyl]acetamide